C[C@@H]1N(C[C@H](NC1)C)C=1C=2N=C(N(C2N(C(N1)=O)CC)C)CC#N 2-(6-((2S,5R)-2,5-dimethylpiperazin-1-yl)-3-ethyl-9-methyl-2-oxo-3,9-dihydro-2H-purin-8-yl)acetonitrile